5-[(2,4-difluorophenoxypropylsulfanyl)methyl]oxazol-2(3H)-one FC1=C(OCCCSCC2=CNC(O2)=O)C=CC(=C1)F